N-(2-((2-methoxyethoxy)methoxy)-5-(1-oxo-6-(4-(4-(trifluoromethyl)piperidine-1-carbonyl)phenyl)-3,4-dihydroisoquinolin-2(1H)-yl)phenyl)methanesulfonamide COCCOCOC1=C(C=C(C=C1)N1C(C2=CC=C(C=C2CC1)C1=CC=C(C=C1)C(=O)N1CCC(CC1)C(F)(F)F)=O)NS(=O)(=O)C